N1=CC=CC=2NC=3C=CC(=CC3C21)C(=O)O 5H-pyrido[3,2-b]Indole-8-carboxylic acid